2-(4-trifluoromethyl-phenylethynyl)acetophenone FC(C1=CC=C(C=C1)C#CCC(=O)C1=CC=CC=C1)(F)F